Ethyl 2-[1-(2-bromoacetyl)-1-methyl-tetralin-5-yl]sulfanyl-2-methyl-propanoate BrCC(=O)C1(CCCC2=C(C=CC=C12)SC(C(=O)OCC)(C)C)C